1-(5-(6-chloro-7-fluoro-5-methoxy-1-methyl-3-(1H-pyrazol-4-yl)-1H-indol-2-yl)-4H-1,2,4-triazol-3-yl)-N,N-dimethylethan-1-amine ClC1=C(C=C2C(=C(N(C2=C1F)C)C=1NC(=NN1)C(C)N(C)C)C=1C=NNC1)OC